[Cl-].COC1=CC=C(C[N+](C2=CC=CC=C2)(C)C)C=C1 N-(4-methoxybenzyl)-N,N-dimethylanilinium chloride